C(#N)C1=C(C=C(C=C1)NCC(CN1N=CC(=C1)C#N)(C)O)C(F)(F)F 1-(3-((4-cyano-3-(trifluoromethyl)phenyl)amino)-2-hydroxy-2-methylpropyl)-1H-pyrazole-4-carbonitrile